2-(4-((2-butyl-4-oxo-1,3-diazaspiro[4.4]non-1-en-3-yl)methyl)piperidin-1-yl)-N-(4,5-dimethylisoxazol-3-yl)benzenesulfonamide C(CCC)C1=NC2(C(N1CC1CCN(CC1)C1=C(C=CC=C1)S(=O)(=O)NC1=NOC(=C1C)C)=O)CCCC2